N-{(6R)-2-[6-chloro-4-(2,6-difluorophenyl)-1,2-benzoxazol-3-yl]-7,7-difluoro-3-oxo-2,5,6,7-tetrahydro-3H-pyrrolo[1,2-c]imidazol-6-yl}ethanesulfonamide ClC1=CC2=C(C(=NO2)N2C(N3C(=C2)C([C@@H](C3)NS(=O)(=O)CC)(F)F)=O)C(=C1)C1=C(C=CC=C1F)F